Racemic-tert-butyl (3R*,4S*)-4-hydroxy-3-(4-(methoxycarbonyl)phenyl)piperidine-1-carboxylate O[C@@H]1[C@@H](CN(CC1)C(=O)OC(C)(C)C)C1=CC=C(C=C1)C(=O)OC |r|